1-(2-((4-(5-(3,4-dimethyl-1H-pyrrol-1-yl)pyridin-3-yl)-1H-1,2,3-triazol-1-yl)methyl)imidazo[1,2-a]pyridin-6-yl)-N-((3-fluorobicyclo[1.1.1]pentan-1-yl)methyl)methylamine CC1=CN(C=C1C)C=1C=C(C=NC1)C=1N=NN(C1)CC=1N=C2N(C=C(C=C2)CNCC23CC(C2)(C3)F)C1